C(C)N1C(C=2N=CN([C@H]3[C@H](O)[C@H](O)[C@@H](CO)O3)C2N=C1N)=S 1-ethyl-6-thio-guanosine